COC=1C(=NC=CC1C#N)O[C@H]1CN([C@@H](CC1)C)C(=O)C1=C(C(=CC=C1)C)N1N=CC=N1 3-methoxy-2-{[(3R,6R)-6-methyl-1-{[3-methyl-2-(2H-1,2,3-triazol-2-yl)phenyl]carbonyl}piperidin-3-yl]oxy}pyridine-4-carbonitrile